4-(4-methoxybenzyl)benzeneSalicylic acid COC1=CC=C(CC2=CC=C(C=C2)C=2C=CC=C(C2C(=O)O)O)C=C1